C1(CCCC1)OCCNC(CN1N=C(C2=CC=CC=C12)C1C(NC(CC1)=O)=O)=O N-(2-(Cyclopentyloxy)ethyl)-2-(3-(2,6-dioxopiperidin-3-yl)-1H-indazol-1-yl)-acetamide